n-heptyl format C(=O)OCCCCCCC